((3,4-dihydroxybutyl)azanediyl)bis(heptane-7,1-diyl) bis(4,4-bis(((Z)-oct-5-en-1-yl)oxy)butanoate) C(CCC\C=C/CC)OC(CCC(=O)OCCCCCCCN(CCCCCCCOC(CCC(OCCCC\C=C/CC)OCCCC\C=C/CC)=O)CCC(CO)O)OCCCC\C=C/CC